ClC1=NC=C(C(=C1)N1CCC(CC1)(O)CN(C)C)C#CC=1C=NN(C1)C(F)(F)F (2-chloro-5-((1-(trifluoromethyl)-1H-pyrazol-4-yl)ethynyl)pyridin-4-yl)-4-((dimethylamino)methyl)piperidin-4-ol